Ethyl 2-(1H-imidazol-1-yl)-7-((2-(trimethylsilyl)ethoxy)methyl)-7H-purine-6-carboxylate N1(C=NC=C1)C1=NC(=C2N(C=NC2=N1)COCC[Si](C)(C)C)C(=O)OCC